(rac)-2,2-difluorocyclopentylamine, hydrochloride Cl.FC1([C@@H](CCC1)N)F |r|